3-(((S)-(4-isopropylphenyl)(phenyl)methyl)carbamoyl)cyclopentane-1-carboxylic acid C(C)(C)C1=CC=C(C=C1)[C@H](C1=CC=CC=C1)NC(=O)C1CC(CC1)C(=O)O